5-{4,7-dimethyl-7H-pyrrolo[2,3-d]Pyrimidin-6-yl}-4-methylpyridine CC=1C2=C(N=CN1)N(C(=C2)C=2C(=CC=NC2)C)C